{4-[(2S)-2-[(2S)-2-[(2S)-2-{[(tert-butoxy)carbonyl]amino}propanamido] propanamido]-3-[(triphenylmethyl)carbamoyl]propanamido]phenyl}methyl 4-nitrophenyl carbonate C(OCC1=CC=C(C=C1)NC([C@H](CC(NC(C1=CC=CC=C1)(C1=CC=CC=C1)C1=CC=CC=C1)=O)NC([C@H](C)NC([C@H](C)NC(=O)OC(C)(C)C)=O)=O)=O)(OC1=CC=C(C=C1)[N+](=O)[O-])=O